(1R,2S)-5'-methoxy-2-(3-{[2-methoxy-5-(3-methyl-2-oxoimidazolidin-1-yl)pyridin-3-yl]amino}-1H-indazol-6-yl)spiro[cyclopropane-1,3'-indol]-2'(1'H)-one COC=1C=C2[C@]3(C(NC2=CC1)=O)[C@@H](C3)C3=CC=C1C(=NNC1=C3)NC=3C(=NC=C(C3)N3C(N(CC3)C)=O)OC